Ethyl 4-(2-{4-[(1S)-1-{[7-oxo-8-(propan-2-yl)-7,8-dihydropyrido[2,3-d]pyrimidin-2-yl]amino}ethyl] phenyl} propan-2-yl)piperazine-1-carboxylate O=C1C=CC2=C(N=C(N=C2)N[C@@H](C)C2=CC=C(C=C2)C(C)(C)N2CCN(CC2)C(=O)OCC)N1C(C)C